NC1=NC=C(C=C1)C1=CC=CC=C1 2-amino-(5-phenyl)pyridine